Tert-butyl 4-[6-(2,8-dimethylimidazo[1,2-b]pyridazin-6-yl)-4-fluoro-benzotriazol-2-yl]piperidine-1-carboxylate CC=1N=C2N(N=C(C=C2C)C=2C=C(C=3C(=NN(N3)C3CCN(CC3)C(=O)OC(C)(C)C)C2)F)C1